(2S)-1,1,1-trifluoro-3-hydroxy-3-methylbutan FC(CC(C)(C)O)(F)F